O=C1CCC2(CC(C2)C(=O)O)CC1 7-oxospiro[3.5]nonane-2-carboxylic acid